[Fe].[Al].[Cr] chromium aluminum-iron